COCCCN1N=CC=C1C(=O)N[C@H](C(=O)OCC)C1CCC(CC1)C ethyl (2S)-2-[[2-(3-methoxypropyl)pyrazole-3-carbonyl]amino]-2-(4-methylcyclohexyl)acetate